C(C)(=O)NC1=CC(=C2CN(CC2=C1)C#N)C1=C(C(=O)N)C=CC=C1 2-(6-acetamido-2-cyanoisoindolin-4-yl)benzamide